The molecule is dizwitterionic form of glutathione amide disulfide having both carboxy groups in anionic form and both amino groups protonated; major species at pH 7.3. It is an amino acid zwitterion and an organic disulfide. It is a tautomer of a glutathione amide disulfide. C(CC(=O)N[C@@H](CSSC[C@@H](C(=O)NCC(=O)N)NC(=O)CC[C@@H](C(=O)[O-])[NH3+])C(=O)NCC(=O)N)[C@@H](C(=O)[O-])[NH3+]